ClC1=CC=C(CN2C[C@@H](CCC2)C2=CC=NC=3N2N=C(C3)C)C=C1 |r| 7-((R/S)-1-(4-Chlorobenzyl)piperidin-3-yl)-2-methylpyrazolo[1,5-a]pyrimidin